[N+](=O)([O-])C=1C=C(C=CC1)C1=NN=C(O1)NC1=CC=C(C=C1)C=1C=NN(C1)C1OCCCC1 5-(3-nitrophenyl)-N-[4-(1-tetrahydropyran-2-ylpyrazol-4-yl)phenyl]-1,3,4-oxadiazol-2-amine